FC1=C(C(=C(C(=C1OC(OC1COC1)=O)F)F)F)F Carbonic acid oxetan-3-yl ester pentafluorophenyl ester